C(C)(C)(C)C=1C=C(C=C(C1)C(C)(C)C)NC([C@H](C(C)C)N(C)C=O)=O (S)-N-(3,5-Di-tert-butylphenyl)-3-methyl-2-(N-formyl-N-methylamino)butanamide